[N+](=O)([O-])CC(C1=C(NC2=CC=CC=C12)C1=CC=CC=C1)C1=CC=C(C=C1)S(=O)(=O)F 4-(2-nitro-1-(2-phenyl-1H-indol-3-yl)ethyl)benzenesulfonyl fluoride